1-(tert-butoxycarbonyl)-4-(((3-(3-(trifluoromethoxy)phenyl)imidazo[1,2-b]pyridazin-6-yl)amino)methyl)piperidine-4-carboxylic Acid C(C)(C)(C)OC(=O)N1CCC(CC1)(C(=O)O)CNC=1C=CC=2N(N1)C(=CN2)C2=CC(=CC=C2)OC(F)(F)F